tetramethylindolium CC1=C2C(=C([NH+](C2=CC=C1)C)C)C